methyl (3S,7aR)-3-(((tert-butyldiphenylsilyl)oxy)methyl)tetrahydro-1H-pyrrolizine-7a(5H)-carboxylate [Si](C1=CC=CC=C1)(C1=CC=CC=C1)(C(C)(C)C)OC[C@@H]1CC[C@]2(CCCN12)C(=O)OC